(1s,3s)-3-{3-[2-(methoxymethoxy)-6-methyl-4-(trifluoromethyl)phenyl]-5,7-dihydro-8H-furo[3',4':4,5]pyrrolo[2,3-c]pyridazin-8-yl}-1-methylcyclobutanol COCOC1=C(C(=CC(=C1)C(F)(F)F)C)C1=CC2=C(N=N1)N(C1=C2COC1)C1CC(C1)(O)C